C12NCC(C1N1C=C(C=3C(=NC=4C(=C(C(=CC4C31)CCC#N)C3=CC(=CC1=CC=CC=C31)O)F)OC[C@H]3N(CCC3)C)C3=CC=CC=C3)C2 3-(1-(2-azabicyclo[2.1.1]hex-5-yl)-6-fluoro-7-(3-hydroxynaphthalen-1-yl)-4-(((S)-1-methylpyrrolidin-2-yl)methoxy)-3-phenyl-1H-pyrrolo[3,2-c]quinolin-8-yl)propionitrile